benzyl N-[17-(4-aminophenoxy)-3,6,9,12,15-pentaoxaheptadecan-1-yl]carbamate NC1=CC=C(OCCOCCOCCOCCOCCOCCNC(OCC2=CC=CC=C2)=O)C=C1